4-(4-(4-chlorophenyl) piperazin-1-yl)-2-methoxyquinazolin-7-yl (R)-4-acryloyl-2-methylpiperazine-2-carboxylate C(C=C)(=O)N1C[C@@](NCC1)(C(=O)OC1=CC=C2C(=NC(=NC2=C1)OC)N1CCN(CC1)C1=CC=C(C=C1)Cl)C